CN1C(C(=CC2=CC=CC=C12)C(=O)NC1=NC(=CC=C1)C)=O 1-Methyl-N-(6-methyl-2-pyridyl)-2-oxo-quinoline-3-carboxamide